[I-].C(CCCC)[NH3+] n-pentylammonium iodide